2-(3-(3-((S)-fluoro(4-methyl-4H-1,2,4-triazol-3-yl)methyl)oxetan-3-yl)phenyl)-6-(((S)-2-isopropyl-4-(2,2,2-trifluoroethyl)piperazin-1-yl)methyl)-4-(trifluoromethyl)isoindolin-1-one F[C@@H](C1(COC1)C=1C=C(C=CC1)N1C(C2=CC(=CC(=C2C1)C(F)(F)F)CN1[C@H](CN(CC1)CC(F)(F)F)C(C)C)=O)C1=NN=CN1C